1-[7-(difluoromethoxy) spiro[1,3-benzodioxole-2,4'-tetrahydrothiopyran]-4-yl]Ethyl ketone FC(OC1=CC=C(C2=C1OC1(CCSCC1)O2)C(C)C(=O)C(C)C2=CC=C(C=1OC3(CCSCC3)OC12)OC(F)F)F